N1N=CC2=CC(=CC=C12)NC1=NC(=NC=C1)C1=CC=C2C=CN(C2=C1)CC(=O)NC(C)C 2-(6-(4-((1H-indazol-5-yl)amino)pyrimidin-2-yl)-1H-indol-1-yl)-N-isopropylacetamide